Cl.C1(CC1)C=1C=C(C=CC1)CCOC=1C=C(C=CC1)C[C@H](C(=O)O)[C@@H]1CNCC1 (2S)-3-{3-[2-(3-Cyclopropylphenyl)ethoxy]phenyl}-2-[(3R)-pyrrolidin-3-yl]propanoic acid hydrochloride